C(N)(=O)C1=C(C(=CC(=C1)C#N)C)NC(=O)C=1N(N=C(C1)CN1N=C(N=N1)C1=CC=C(C=C1)C(F)(F)F)C1=NC=CC=C1Cl N-(2-carbamoyl-4-cyano-6-methyl-phenyl)-2-(3-chloro-2-pyridyl)-5-[[5-[4-(trifluoromethyl)phenyl]tetrazol-2-yl]methyl]pyrazole-3-carboxamide